C(C1=CC=C(C(=O)[O-])C=C1)(=S)[O-] Thioterephthalate